C1(CC1)NC1=C(C(C1=O)=O)NC1=C(C=C(OC2=CC=NC3=CC(=C(C=C23)C(=O)N)OC)C=C1)C(F)(F)F 4-(4-((2-(cyclopropylamino)-3,4-dioxocyclobut-1-en-1-yl)amino)-3-(trifluoromethyl)phenoxy)-7-methoxyquinoline-6-carboxamide